4-((6R)-7-(4-chloro-3-(trifluoromethyl)benzoyl)-6-methyl-2-(methylsulfinyl)-4-oxo-5,6,7,8-tetrahydropyrido[3,4-d]pyrimidin-3(4H)-yl)-N-methylpicolinamide ClC1=C(C=C(C(=O)N2CC=3N=C(N(C(C3C[C@H]2C)=O)C2=CC(=NC=C2)C(=O)NC)S(=O)C)C=C1)C(F)(F)F